C1(=CC=CC=C1)C1=CC=NC(=C1)C(C)=O 4-phenyl-6-acetylpyridine